(R)-3-(2-acetyl-6-(3-isopropyl-1H-pyrrolo[2,3-b]pyridin-5-yl)-1,2,3,4-tetrahydroisoquinolin-8-yl)-morpholine-4-carboxylic acid tert-butyl ester C(C)(C)(C)OC(=O)N1[C@@H](COCC1)C=1C=C(C=C2CCN(CC12)C(C)=O)C=1C=C2C(=NC1)NC=C2C(C)C